CC(C)(C)N 1,1-dimethylethylamine